4-(3-((5-(difluoromethyl)-2-((3-methyl-1-(8-methyl-8-azabicyclo[3.2.1]octan-3-yl)-1H-pyrazol-4-yl)amino)pyrimidin-4-yl)amino)propyl)-1,4-oxazepan-3-one FC(C=1C(=NC(=NC1)NC=1C(=NN(C1)C1CC2CCC(C1)N2C)C)NCCCN2C(COCCC2)=O)F